CC1=NOC(=C1NC(C1=C(C=C(C(=C1)F)N1N=C2N(CCCC2)C1=O)O[C@H](C(F)(F)F)C)=O)C N-(3,5-dimethyl-1,2-oxazol-4-yl)-5-fluoro-4-(3-oxo-5,6,7,8-tetrahydro[1,2,4]triazolo[4,3-a]pyridin-2(3H)-yl)-2-{[(2S)-1,1,1-trifluoropropan-2-yl]oxy}benzamide